(2-benzylmethylaminoethyl)benzothiophene C(C1=CC=CC=C1)CNCCC=1SC2=C(C1)C=CC=C2